ClC1=C(C(C2=CC=CC=C2)(C2=CC=CC=C2)OC(C[C@H](C(=O)N(C)[C@H](CN)C)CC2=C(C=CC=C2)F)=O)C=CC=C1.C[S+](C1=CC(=CC=C1)Cl)C dimethyl-(m-chlorophenyl)sulfonium (2-Chlorotrityl)(R)-4-(((S)-1-aminopropan-2-yl)(methyl)amino)-3-(2-fluorobenzyl)-4-oxobutanoate